(n-pentyl) (2-ethylhexyl) terephthalate C(C1=CC=C(C(=O)OCC(CCCC)CC)C=C1)(=O)OCCCCC